6-(5-(1-((1S,2S,3S,5R)-2-fluoro-9-azabicyclo[3.3.1]non-3-yl)vinyl)pyrazin-2-yl)isoquinolin-7-ol F[C@@H]1[C@@H]2CCC[C@H](C[C@H]1C(=C)C=1N=CC(=NC1)C=1C=C3C=CN=CC3=CC1O)N2